N-(4-aminophenyl)-5-chlorothiophene-2-sulfonamide NC1=CC=C(C=C1)NS(=O)(=O)C=1SC(=CC1)Cl